ClC1=NC=C(C(=O)OC(C)C)C=C1 isopropyl 6-chloronicotinate